methyl 4-(2-fluoro-4-methoxy-3-methylphenyl)-3-methyl-4-oxobutanoate FC1=C(C=CC(=C1C)OC)C(C(CC(=O)OC)C)=O